CC(C[C@@H](C(N[C@@H](C[C@H]1C(NCC1)=O)C(COC1=C(C(=CC(=C1F)F)F)F)=O)=O)NC(C(=O)NC1=C(C=CC=C1)C(F)(F)F)=O)C N1-((S)-4-methyl-1-oxo-1-(((S)-3-oxo-1-((S)-2-oxopyrrolidin-3-yl)-4-(2,3,5,6-tetrafluorophenoxy)butan-2-yl)amino)pentan-2-yl)-N2-(2-(trifluoromethyl)phenyl)oxalamide